3-fluoro-4-methoxy-N-((6-methoxy-1-methyl-1H-benzimidazol-7-yl)methyl)benzamide FC=1C=C(C(=O)NCC2=C(C=CC3=C2N(C=N3)C)OC)C=CC1OC